N1,N1-dimethyl-1,3-cyclohexanediamine CN(C1CC(CCC1)N)C